NCC1=CC=CC(=N1)C=CC(CCCCCCC)=O (6-(aminomethyl)pyridin-2-yl)dec-1-en-3-one